CC1(OC2=C(C(=C(C(=C2CC1)C)OCCN)C)C)CCCC(CCCC(CCCC(C)C)C)C 2-[2,5,7,8-tetramethyl-2-(4,8,12-trimethyltridecyl)chroman-6-yl]oxyethanamine